4-amino-7-chloro-N-cyclopropyl-1-methyl-N-((5-(trifluoromethyl)-2-pyridinyl)methyl)-1H-pyrazolo[4,3-c]quinoline-8-carboxamide NC1=NC=2C=C(C(=CC2C2=C1C=NN2C)C(=O)N(CC2=NC=C(C=C2)C(F)(F)F)C2CC2)Cl